2-(cyclopropylmethoxy)-8-fluoro-3,4-dihydro-2,6-naphthyridin C1(CC1)CON1CC2=C(C=NC=C2CC1)F